ClC1=C(C=C(OCCC(=O)O)C=C1)C1=NN=C(N1C)C1=C(C=CC=C1F)F 3-[4-chloro-3-[5-(2,6-difluorophenyl)-4-methyl-1,2,4-triazol-3-yl]phenoxy]propanoic acid